[Br-].C(CCCC)C1(C(CCCC1)[NH3+])CCCCC 1,1-dipentyl-cyclohexylammonium bromide